OC(C[C@@H](C)N1C(C2=CC(=C(C=C2C1)NC(=O)C=1C=NN2C1N=CC=C2)N2CCOCC2)=O)(C)C (R)-N-(2-(4-hydroxy-4-methylpentan-2-yl)-6-morpholino-1-oxoisoindolin-5-yl)pyrazolo[1,5-a]pyrimidine-3-carboxamide